OC(C#C)CO 3,4-dihydroxy-1-butyne